OC=1C(OC(=CC1O)\C=C\C1=CC(=C(C(=C1)OC)O)OC)=O (E)-3,4-dihydroxy-6-(4-hydroxy-3,5-dimethoxystyryl)-2H-pyran-2-one